N=1C=NN2C1C=C(C=C2)OC2=C(C=C(C=C2)NC2=NC=NN1C2=C(C=C1)C=1CCN(CC1)C(=O)[O-])C 4-(4-((4-([1,2,4]triazolo[1,5-a]pyridin-7-yloxy)-3-methylphenyl)amino)pyrrolo[2,1-f][1,2,4]triazin-5-yl)-3,6-dihydropyridine-1(2H)-carboxylate